1,3-dihydrospiro[indene-2,4'-piperidin]-6-ol N1CCC2(CC1)CC1=CC(=CC=C1C2)O